O1C(CCCC1)N1N=C(C2=CC=CC=C12)C(=O)[O-] 1-(oxan-2-yl)-1H-indazole-3-carboxylate